benzyl 3-((tert-butoxycarbonyl)amino)-3-(methylcarbamoyl)piperidine-1-carboxylate C(C)(C)(C)OC(=O)NC1(CN(CCC1)C(=O)OCC1=CC=CC=C1)C(NC)=O